N-(5-(6-(2,6-difluoro-3,5-dimethoxyphenyl)-4,5,6,7-tetrahydro-1H-indazol-3-yl)-1-methyl-1H-pyrazol-4-yl)acrylamide FC1=C(C(=C(C=C1OC)OC)F)C1CCC=2C(=NNC2C1)C1=C(C=NN1C)NC(C=C)=O